FC1=CC=C(C=C1)N1N(C(=C(C1=O)CC(CCC1=CC=C(C=C1)[N+](=O)[O-])C1CCN(CC1)C(C1=CC=NC=C1)=O)C)C 2-(4-fluorophenyl)-4-(2-(1-isonicotinoylpiperidin-4-yl)-4-(4-nitrophenyl)butyl)-1,5-dimethyl-1,2-dihydro-3H-pyrazol-3-one